2-fluoro-2,2-bis(4-fluorophenylsulphonyl)ethanol FC(CO)(S(=O)(=O)C1=CC=C(C=C1)F)S(=O)(=O)C1=CC=C(C=C1)F